CC(C=O)(C)C1=NC=CC=C1 2-methyl-2-(pyridin-2-yl)propanal